molybdenum (iv) sulfate hydrate O.S(=O)(=O)([O-])[O-].[Mo+4].S(=O)(=O)([O-])[O-]